(R)-(4-((2-methylpyrrolidin-1-yl)methyl)phenyl)boronic acid C[C@H]1N(CCC1)CC1=CC=C(C=C1)B(O)O